2-(2,6-dioxopiperidin-3-yl)-5-((3-(4-(2-(4-(oxazolo[4,5-b]pyridin-2-ylmethoxy)phenyl)propan-2-yl)phenoxy)propyl)amino)isoindolin-1,3-dione O=C1NC(CCC1N1C(C2=CC=C(C=C2C1=O)NCCCOC1=CC=C(C=C1)C(C)(C)C1=CC=C(C=C1)OCC=1OC=2C(=NC=CC2)N1)=O)=O